ClCN([C@@H](C(C)C)C(=O)O)C(=O)OC(C)(C)C chloromethyl-(tert-butyloxycarbonyl)-L-valine